1-[2-chloro-4-[[5-[2-chloro-3-fluoro-4-(fluoromethoxy)phenyl]-1-methyl-imidazole-2-carbonyl]amino]benzoyl]-N-[(3S)-pyrrolidin-3-yl]piperidine-4-carboxamide formate C(=O)O.ClC1=C(C(=O)N2CCC(CC2)C(=O)N[C@@H]2CNCC2)C=CC(=C1)NC(=O)C=1N(C(=CN1)C1=C(C(=C(C=C1)OCF)F)Cl)C